1-bromo-2-cyclopropyl-4-(trifluoromethyl)benzene BrC1=C(C=C(C=C1)C(F)(F)F)C1CC1